N-(5-chloro-6-(2H-1,2,3-triazol-2-yl)pyridin-3-yl)-1-(8-(difluoromethyl)quinolin-5-yl)-5-(trifluoromethyl)-1H-pyrazole-4-carboxamide ClC=1C=C(C=NC1N1N=CC=N1)NC(=O)C=1C=NN(C1C(F)(F)F)C1=C2C=CC=NC2=C(C=C1)C(F)F